C(C)N(CCNC(C1=C(C=CC=C1)SCC1=NC(=NO1)C)=O)C1=CC(=CC=C1)C N-[2-[ethyl(3-methylphenyl)amino]ethyl]-2-[[(3-methyl-1,2,4-oxadiazol-5-yl)methyl]thio]-benzamide